Br.COC([C@@H](NC([C@@H](N)CC(C)C)=O)CC(C)C)=O L-Leucyl-L-Leucine methyl ester, hydrobromide salt